C(C)OC(=O)C=1OC(=CN1)C1=C(C=CC=C1)C1CC1 5-(2-Cyclopropylphenyl)oxazole-2-carboxylic acid ethyl ester